(R)-N-(5-methyl-2-(4-(piperidin-3-ylamino)phthalazin-1-yl)phenyl)methanesulfonamide CC=1C=CC(=C(C1)NS(=O)(=O)C)C1=NN=C(C2=CC=CC=C12)N[C@H]1CNCCC1